6-chloro-4-isobutyryl-nicotinic acid ClC1=NC=C(C(=O)O)C(=C1)C(C(C)C)=O